FC1=CC=C(C=C1)C1(CN(C1)C(=O)NCC(F)(F)F)CNC1=CC(=NC=2N1N=C(C2)C(F)(F)F)C([2H])([2H])[2H] 3-(4-fluorophenyl)-3-(((5-(methyl-d3)-2-(trifluoromethyl)pyrazolo[1,5-a]pyrimidin-7-yl)amino)methyl)-N-(2,2,2-trifluoroethyl)azetidine-1-carboxamide